CC1=C(C=CC=2OCCNC21)B(O)O (5-methyl-3,4-dihydro-2H-benzo[b][1,4]oxazin-6-yl)boronic acid